(7R)-N-(3-chloro-2,4-difluorobenzyl)-6,6-difluoro-12-hydroxy-1,11-dioxo-1,4,5,6,7,11-hexahydro-3H-2,7-methanopyrido[1,2-a][1,4]diazonine-10-carboxamide ClC=1C(=C(CNC(=O)C=2C(C(=C3N([C@H]4C(CCCN(C3=O)C4)(F)F)C2)O)=O)C=CC1F)F